C(C#C)OS(=O)(=O)CCCS(=O)(=O)CC 3-(ethanesulfonyl)propanesulfonic acid 2-propynyl ester